tert-butyl (3R)-4-[5-[(4-[3-fluoro-5-(trifluoromethyl)phenyl]-5-{[(2R)-2-methylpyrrolidin-1-yl]methyl}-1,3-thiazol-2-yl)carbamoyl]pyrazin-2-yl]-3-methylpiperazine-1-carboxylate FC=1C=C(C=C(C1)C(F)(F)F)C=1N=C(SC1CN1[C@@H](CCC1)C)NC(=O)C=1N=CC(=NC1)N1[C@@H](CN(CC1)C(=O)OC(C)(C)C)C